C1(=CC=C(C=C1)C1=CN=C(N1)C1N(CCCC1)C(C(C)SC(C1=CC=CC=C1)(C1=CC=CC=C1)C1=CC=CC=C1)=O)C 1-(2-(5-(p-tolyl)imidazol-2-yl)piperidin-1-yl)-2-(tritylthio)propan-1-one